C(C)(C)(C)OC(=O)NCC1=CC(=NC=C1)C=1C=C(C(=O)OC)C=C(C1)C methyl 3-(4-(((tert-butoxycarbonyl)amino)methyl)pyridin-2-yl)-5-methylbenzoate